S(=O)(=O)(C1=CC(=C(C=C1)F)N)C1=CC(=C(C=C1)F)N 4,4'-sulfonyl-bis(1-fluoro-2-aminobenzene)